F[B-](F)(F)F.C[S+](C1=CC=CC=C1)C1=CC=CC=C1 Methyldiphenylsulfonium tetrafluoroborat